FC=1C=C2N(CCN(C2=CC1)C(=O)NC1CCN(CC1)CC(C)C)C1=CC=C(C=C1)F 6-fluoro-4-(4-fluorophenyl)-N-(1-isobutylpiperidin-4-yl)-3,4-dihydroquinoxaline-1(2H)-carboxamide